BrC=1C(=NC(=CC1)Cl)C(=O)NC1=CC=C(C=C1)C(F)(F)F 3-bromo-6-chloro-N-(4-(trifluoromethyl)phenyl)pyridineamide